ClC=1C=C(C(=C(C1)C1=NC=NN2C1=CC(=C2)CN2C(C1C(C1C2=O)(C)C)=O)O[C@@H]2CN[C@H](C2)C)C 3-((4-(5-chloro-3-methyl-2-(((3S,5S)-5-methylpyrrolidin-3-yl)oxy)phenyl)pyrrolo[2,1-f][1,2,4]triazin-6-yl)methyl)-6,6-dimethyl-3-azabicyclo[3.1.0]hexane-2,4-dione